OC1=CC=C(C=C1)S(=O)(=O)C1=CC=C(OCCCCOC2=CC=C(C=C2)C2=CC=C(C=C2)OC(C)C)C=C1 1-[4-(4-hydroxyphenylsulfonyl)phenoxy]-4-[4-(4-isopropoxyphenyl)phenoxy]butane